C1(CCCCC1)P(C1=C(C=CC=C1)C1=CC=NN1CC)C1CCCCC1 5-(2-(dicyclohexylphosphino)phenyl)-1-ethyl-1H-pyrazole